FC(OC1=NC=CC(=C1)C1=CC=2CCC2C=C1)(F)F 3-(2-(trifluoromethoxy)pyridin-4-yl)bicyclo[4.2.0]octa-1(6),2,4-trien